4-(1-(4-methoxyphenyl)-2-methyl-1H-imidazo[4,5-c]quinolin-8-yl)benzonitrile COC1=CC=C(C=C1)N1C(=NC=2C=NC=3C=CC(=CC3C21)C2=CC=C(C#N)C=C2)C